3-Bromo-1-phenyldibenzo[b,d]furan BrC=1C=C(C2=C(OC3=C2C=CC=C3)C1)C1=CC=CC=C1